FC1=C(C=C(C=C1)F)NC(=O)C1=C(C2=C(CCC3=CN(N=C23)CC2=CC=C(C=C2)C)O1)C N-(2,5-difluorophenyl)-8-methyl-2-(4-methylbenzyl)-4,5-dihydro-2H-furo[2,3-g]indazole-7-carboxamide